3-(4-{[cis-3-(trifluoromethoxy)cyclobutyl]methoxy}-1H-pyrazol-1-yl)bicyclo[1.1.1]pentan-1-amine FC(O[C@H]1C[C@H](C1)COC=1C=NN(C1)C12CC(C1)(C2)N)(F)F